NC[C@H](CC(=O)OC1=C2C(=CNC2=CC=C1)C[C@@H]1N(CCC1)C)CC(C)C 3-(((R)-1-methylpyrrolidin-2-yl)methyl)-1H-indol-4-yl (S)-3-(aminomethyl)-5-methyl-hexanoate